O(C1=CC=CC=C1)CCCSCC=1NC(NC1)=S 4-(Phenoxypropylthiomethyl)1,3-dihydroimidazole-2-thione